methyl (10S)-10-(1,3-benzodioxol-5-yl)-3,8-dioxo-1-(2-thienyl)-2-(2-thienylmethyl)-4-oxa-2,7,9-triazadodecan-12-oate O1COC2=C1C=CC(=C2)[C@@H](NC(NCCOC(N(CC=2SC=CC2)CC=2SC=CC2)=O)=O)CC(=O)OC